1-(4-amino-3-(4-phenylpiperazin-1-yl)phenyl)-1H-tetrazol NC1=C(C=C(C=C1)N1N=NN=C1)N1CCN(CC1)C1=CC=CC=C1